C(#N)C=1C=C(C=C2CCN(CC12)C(CNC(\C=C\C1=C(C=C(C=C1)C(F)(F)F)F)=O)=O)CC(=O)O 2-[8-cyano-2-[2-[[(E)-3-[2-fluoro-4-(trifluoromethyl)phenyl]prop-2-enoyl]amino]acetyl]-3,4-dihydro-1H-isoquinolin-6-yl]acetic acid